tert-butyl (E)-2-allyl-3-(((R)-2-(methoxymethyl)pyrrolidin-1-yl)imino)azetidine-1-carboxylate C(C=C)C/1N(C\C1=N/N1[C@H](CCC1)COC)C(=O)OC(C)(C)C